ethyl N,N-dimethylaminoethylacetate CN(C)CCCC(=O)OCC